NC1C(CC(CC1C)C)C (4-amino-3,5-dimethylcyclohexyl)methane